3-{4-[cis-4-amino-3-hydroxypiperidin-1-yl]-3-(3,5-difluorophenyl)quinolin-6-yl}-2-hydroxybenzonitrile N[C@@H]1[C@@H](CN(CC1)C1=C(C=NC2=CC=C(C=C12)C=1C(=C(C#N)C=CC1)O)C1=CC(=CC(=C1)F)F)O